tert-butyl 4-(6-(pyrrolidin-1-yl) pyridin-3-yl)-5,6-dihydropyridine-1(2H)-carboxylate N1(CCCC1)C1=CC=C(C=N1)C1=CCN(CC1)C(=O)OC(C)(C)C